ClC1=NC(=C2C(=N1)N(N=C2)[C@H]2[C@@H]([C@@H]([C@H](O2)COCP(O)(O)=O)O)O)N[C@@H](C)C2CC2 ((((2R,3S,4R,5R)-5-(6-chloro-4-(((S)-1-cyclopropylethyl)amino)-1H-pyrazolo[3,4-d]pyrimidin-1-yl)-3,4-dihydroxytetrahydrofuran-2-yl)methoxy)methyl)phosphonic acid